4-((2R)-1-(4-(4-(2,6-dioxopiperidin-3-yl)-2-fluorophenyl)piperazin-1-yl)propan-2-yl)piperidine-1-carboxylic acid tert-butyl ester C(C)(C)(C)OC(=O)N1CCC(CC1)[C@H](CN1CCN(CC1)C1=C(C=C(C=C1)C1C(NC(CC1)=O)=O)F)C